Methyl 1-amino-4-benzyloxy-7-bromo-isoquinoline-3-carboxylate NC1=NC(=C(C2=CC=C(C=C12)Br)OCC1=CC=CC=C1)C(=O)OC